C(#N)C=1C(=NC(=C(C(=O)NCC(CSCC)(C)C)C1)C)C1=CC=C(C=C1)C(F)(F)F 5-cyano-N-[3-(ethylsulfanyl)-2,2-dimethylpropyl]-2-methyl-6-[4-(trifluoromethyl)phenyl]nicotinamide